ClC=1C(=NC(=NC1)NC1=C(C=C(C=C1)SC1CC1)F)C1=C2OC[C@@H](N3C(=NC(C(=C1)F)=C32)C(C)(C)O)C (S)-2-(6-(5-chloro-2-((4-(cyclopropylthio)-2-fluorophenyl)amino)pyrimidin-4-yl)-8-fluoro-3-methyl-3,4-dihydro-5-oxa-1,2a-diazaacenaphthylene-2-yl)propan-2-ol